FC1=C(CN2N=NC(=C2)C2=CC=CC(=N2)C(CS(=O)(=O)N)(C)O)C=C(C=C1)OC(F)(F)F 2-(6-(1-(2-fluoro-5-(trifluoromethoxy)benzyl)-1H-1,2,3-triazol-4-yl)pyridin-2-yl)-2-hydroxypropane-1-sulfonamide